(rac)-(cis)-3-methyl-4-(4-(trifluoromethoxy)phenyl)piperidine C[C@@H]1CNCC[C@@H]1C1=CC=C(C=C1)OC(F)(F)F |r|